(R)-3-(4-cyanophenethyl)-1-(2-(6-methoxypyridin-2-yl)propan-2-yl)pyrrolidine-3-carboxylic acid C(#N)C1=CC=C(CC[C@@]2(CN(CC2)C(C)(C)C2=NC(=CC=C2)OC)C(=O)O)C=C1